C(CCCC)SC(CC(=O)OCCCCCC(CCCCCOC(CC(SCCCCC)SCCCCC)=O)OC(CCCN(C)C)=O)SCCCCC 6-((4-(dimethylamino)butanoyl)oxy)undecane-1,11-diyl bis(3,3-bis(pentylthio) prop-anoate)